C1(CC1)OC1CN(C1)C1=NN(C2=C1C=NC(=C2)C2=NN(C=C2[N+](=O)[O-])C2OCCCC2)CC2(CC2)F 3-(3-cyclopropoxyazetidin-1-yl)-1-((1-fluorocyclopropyl)methyl)-6-(4-nitro-1-(tetrahydro-2H-pyran-2-yl)-1H-pyrazol-3-yl)-1H-pyrazolo[4,3-c]pyridine